1-[(2,4-dimethoxyphenyl)methyl]-2-(1-methyltriazol-4-yl)piperidin-4-one COC1=C(C=CC(=C1)OC)CN1C(CC(CC1)=O)C=1N=NN(C1)C